N3-(3-chloro-4-fluorophenyl)benzo[b]thiophene-2,3-diamine ClC=1C=C(C=CC1F)NC=1C2=C(SC1N)C=CC=C2